O=C(CC(=O)[O-])CC(=O)[O-] 3-oxo-glutarate